N-((R)-2-(((S)-5,11-Dioxo-2,3,10,11-tetrahydro-1H,5H-benzo[d]pyrazolo[1,2-a][1,2]diazepin-10-yl)carbamoyl)-3,3,3-trifluoropropyl)-3,5-dimethylisoxazole-4-carboxamide O=C1N2N(C([C@H](C3=C1C=CC=C3)NC(=O)[C@@H](CNC(=O)C=3C(=NOC3C)C)C(F)(F)F)=O)CCC2